ClC=1C=CC(=C(CN(C(CC2CCOCC2)=O)C2CC3=CC=C(C=C3C2)S(=O)(=O)NCCC)C1)OCCOC N-(5-chloro-2-(2-methoxyethoxy)benzyl)-N-(5-(N-propylaminosulfonyl)-2,3-dihydro-1H-inden-2-yl)-2-(tetrahydro-2H-pyran-4-yl)acetamide